FC1(CCN(CC1)CC1CCN(CC1)C(=O)N1C[C@@H]2[C@@H](OCC(N2)=O)CC1)F (-)-(4aR,8aS)-6-(4-((4,4-Difluoropiperidin-1-yl)methyl)piperidine-1-carbonyl)hexahydro-2H-pyrido[4,3-b][1,4]oxazin-3(4H)-one